NC1=CC(=C(OC2=C3C(=NC=C2)N(C=C3C3=C(C(=O)N(C)C)C=CC=C3)COCC[Si](C)(C)C)C(=C1)F)F 2-[4-(4-amino-2,6-difluorophenoxy)-1-{[2-(trimethylsilyl)ethoxy]methyl}-1H-pyrrolo[2,3-b]pyridin-3-yl]-N,N-dimethylbenzamide